COC1=C2CC[C@H](C2=CC=C1)NC=1N=CC=C2C=C(SC12)C1=C(C(=NC(=C1C(=O)N)CC(C)C)CCC1CCOCC1)C=1OC(=NN1)C 4-{7-[(R)-4-methoxy-1-indanylamino]-1-thia-6-aza-2-indenyl}-2-isobutyl-5-(5-methyl-1,3,4-oxadiazol-2-yl)-6-[2-(tetrahydro-2H-pyran-4-yl)ethyl]nicotinamide